(5S,7S)-2-(cyclopropylsulfonyl)-5-(2,5-difluorophenyl)-7-fluoro-6,7-dihydro-5H-pyrrolo[1,2-b][1,2,4]triazole C1(CC1)S(=O)(=O)C=1N=C2N(N1)[C@@H](C[C@@H]2F)C2=C(C=CC(=C2)F)F